tert-butyl (2R,3S,4S)-3-(acetyloxy)-2-[(4-azidophenyl)methyl]-4-[(tert-butoxycarbonyl)oxy]pyrrolidine-1-carboxylate C(C)(=O)O[C@H]1[C@H](N(C[C@@H]1OC(=O)OC(C)(C)C)C(=O)OC(C)(C)C)CC1=CC=C(C=C1)N=[N+]=[N-]